C(C)N1N=CC(=C1)CN1C(=NC2=C1C(=CC(=C2)C=O)F)C2=CC=1C=3N2CCN(C3C=CC1)CCO (1-((1-ethyl-1H-pyrazol-4-yl)methyl)-7-fluoro-2-(1-(2-hydroxyethyl)-2,3-dihydro-1H-pyrrolo[1,2,3-de]quinoxalin-5-yl)-1H-benzo[d]imidazol-5-yl)methanone